NC1CCC(CC1)CNC=1C=C(C=C(C1C(F)(F)F)F)C1=NNC(O1)=O 5-[3-({[(1R,4r)-4-aminocyclohexyl]methyl}amino)-5-fluoro-4-(trifluoromethyl)phenyl]-1,3,4-oxadiazol-2(3H)-one